7,7'-diphenyl-6,6'-dihydroxy-3,3,3',3'-tetramethyl-1,1'-spirobiindane C1(=CC=CC=C1)C=1C(=CC=C2C(CC3(C12)CC(C1=CC=C(C(=C13)C1=CC=CC=C1)O)(C)C)(C)C)O